C(#N)[C@H](CC#N)CC(C)C (S)-3-cyano-5-methylhexanenitrile